C(N)(O)=O.C(C)(C1=NC(=CC=C1)C(C)=NO)=NO 2,6-diacetylpyridine dioxime carbamate